(S)-2-amino-5-(2-(1-cyclopropylethyl)-1-oxo-7-(trifluoromethoxy)isoindolin-5-yl)-N-(pyridin-3-yl)pyrazolo[1,5-a]pyrimidine-3-carboxamide NC1=NN2C(N=C(C=C2)C=2C=C3CN(C(C3=C(C2)OC(F)(F)F)=O)[C@@H](C)C2CC2)=C1C(=O)NC=1C=NC=CC1